6-(2,4-Dimethoxybenzylamino)-9-β-D-arabinofuranosylpurin COC1=C(CNC2=C3N=CN(C3=NC=N2)[C@H]2[C@@H](O)[C@H](O)[C@H](O2)CO)C=CC(=C1)OC